N-cyclopropyl-2-[(2-fluoro-4-iodophenyl)amino]-1,5-dimethyl-4-{3-[(methylsulfamoyl)amino]phenoxy}-6-oxopyridine-3-carboxamide C1(CC1)NC(=O)C1=C(N(C(C(=C1OC1=CC(=CC=C1)NS(NC)(=O)=O)C)=O)C)NC1=C(C=C(C=C1)I)F